BrC=1C=CC(=NC1)C1=CC(=CN1)S(=O)(=O)NC1=C(C=C(C(=C1)F)C(F)(F)F)F 5-(5-bromo-2-pyridyl)-N-[2,5-difluoro-4-(trifluoromethyl)phenyl]-1H-pyrrole-3-sulfonamide